CN1N=C(C=C1)C 2,5-dimethyl-pyrazole